C(C)(C)(C)OC(NC(=S)NC)=O t-butyl-N-[(methylamino) thioxomethyl]carbamate